FC=1C=C(C=C(C1)F)NC(C)C=1C=C(C=C2C(C=C(OC12)N1CCOCC1)=O)C(=O)O 8-(1-((3,5-difluorophenyl)amino)ethyl)-2-morpholino-4-oxo-4H-chromene-6-carboxylic acid